C(CCCCCCCC)(=O)[O-].[NH4+] ammonium nonanoate salt